(5-(4-bromobutoxy)-2-nitrophenyl)methanol BrCCCCOC=1C=CC(=C(C1)CO)[N+](=O)[O-]